BrC1=CC=CC(=N1)NC(CN(C(CN1N=C(C2=CC(=CC=C12)NC=1C=NC=NC1)C(=O)N)=O)C(C)C)=O 1-(2-((2-((6-bromopyridin-2-yl)amino)-2-oxoethyl)(isopropyl)amino)-2-oxoethyl)-5-(pyrimidin-5-ylamino)-1H-indazole-3-carboxamide